(cis)-{4-ethyl-1-[(2,2,2-trifluoroethyl)carbamoyl]pyrrolidin-3-yl}tert-butyl carbamate C(N)(OC(C[C@@H]1CN(C[C@@H]1CC)C(NCC(F)(F)F)=O)(C)C)=O